methyl para-anisate C(C1=CC=C(C=C1)OC)(=O)OC